3-bromo-5,6-difluorobenzonitrile BrC=1C=C(C#N)C(=C(C1)F)F